CC=1N=C(SC1)C1=NC=CC(=C1)C(=O)O 2-(4-methylthiazol-2-yl)pyridine-4-carboxylic acid